ClC=1C=C(C=CC1Cl)[C@@H]1NC[C@H](N(C1)C(=O)C1(CC1)C(F)(F)F)C [(2R,5S)-5-(3,4-dichlorophenyl)-2-methyl-piperazin-1-yl]-[1-(trifluoromethyl)cyclopropyl]methanone